thiosaccharin S1(=S)(=O)NC(=O)C2=CC=CC=C12